2,3-dihydrofuro[2,3-b]pyridine-6-carbonitrile O1CCC=2C1=NC(=CC2)C#N